[Si](C1=CC=CC=C1)(C1=CC=CC=C1)(C(C)(C)C)OC[C@@H](CSC(C1=CC=CC=C1)(C1=CC=CC=C1)C1=CC=CC=C1)OC1=NC=CC=C1 (S)-2-((1-((tert-butyldiphenylsilyl)oxy)-3-(tritylthio)propan-2-yl)oxy)pyridine